2-methyl-3-Butynol CC(CO)C#C